ClC1=C(C=C(C=2C(=C3N(C12)CCN(C3=O)CC)C=3C=NN(C3)C3OCCCC3)NC(OC(C)(C)C)=O)Cl tert-butyl N-[6,7-dichloro-2-ethyl-1-oxo-10-(1-tetrahydropyran-2-ylpyrazol-4-yl)-3,4-dihydropyrazino[1,2-a]indol-9-yl]carbamate